(S)-2-((4-(3-((4-chloro-2-fluorobenzyl)oxy)-1H-pyrazol-1-yl)piperidin-1-yl)methyl)-1-(oxetan-2-ylmethyl)-1H-benzo[d]imidazole-6-carboxylic acid, ammonium salt [NH4+].ClC1=CC(=C(COC2=NN(C=C2)C2CCN(CC2)CC2=NC3=C(N2C[C@H]2OCC2)C=C(C=C3)C(=O)[O-])C=C1)F